6-tert-butyl-9-[1-(3-ethoxy-3-oxopropyl)-1H-pyrazol-4-yl]-10-methoxy-2-oxo-6,7-dihydro-2H-pyrido[2,1-a]isoquinoline-3-carboxylic acid C(C)(C)(C)C1N2C(C3=CC(=C(C=C3C1)C=1C=NN(C1)CCC(=O)OCC)OC)=CC(C(=C2)C(=O)O)=O